C1(CCCC1)NC1=CC(=C2C(NC(=NC2=C1)CSC1CCN(CC1)C(C(C)(C)O)=O)=O)F 7-(cyclopentylamino)-5-fluoro-2-(((1-(2-hydroxy-2-methylpropanoyl)piperidin-4-yl)thio)methyl)quinazolin-4(3H)-one